cyclohexyl(1H-imidazol-2-yl)methanone C1(CCCCC1)C(=O)C=1NC=CN1